(R)-4-((3-(1-allyl-3-(trifluoromethyl)-1H-pyrazol-4-yl)imidazo[1,2-a]pyrazin-8-yl)amino)-N-(1-aminopropan-2-yl)-2-fluoro-6-methylbenzamide C(C=C)N1N=C(C(=C1)C1=CN=C2N1C=CN=C2NC2=CC(=C(C(=O)N[C@@H](CN)C)C(=C2)C)F)C(F)(F)F